N'-cyclohexyl-N-[2-(4-methylmorpholin-4-ium-4-yl)ethyl]methanediimine C1(CCCCC1)N=C=NCC[N+]1(CCOCC1)C